2',3,6,6'-tetrafluoro[1,1'-biphenyl]-2-carbonitrile FC1=C(C(=CC=C1)F)C=1C(=C(C=CC1F)F)C#N